C[C@H](C(C(=O)[O-])=O)CC (S)-3-methyl-2-oxovalerate